(5S,7R)-5-(5-Bromopyridin-2-yl)-6-(3-((tert-butyldiphenylsilyl)oxy)-2,2-difluoropropyl)-7-methyl-5,6,7,8-tetrahydro-[1,3]dioxolano[4,5-g]isoquinoline BrC=1C=CC(=NC1)[C@H]1N([C@@H](CC=2C=C3C(=CC12)OCO3)C)CC(CO[Si](C3=CC=CC=C3)(C3=CC=CC=C3)C(C)(C)C)(F)F